C(C)C1(CC2=CC=CC=C2C1)C1=NNC=N1 3-(2-Ethylindan-2-yl)-1H-1,2,4-triazole